4-[(1S,3S)-3-{5-[1-(2,5-difluorophenyl)cyclobutyl]-1,2,4-oxadiazol-3-yl}-2,2-dimethylcyclopropyl]benzenesulfonamide FC1=C(C=C(C=C1)F)C1(CCC1)C1=NC(=NO1)[C@@H]1C([C@H]1C1=CC=C(C=C1)S(=O)(=O)N)(C)C